triurea monocarbamate C(N)(O)=O.NC(=O)N.NC(=O)N.NC(=O)N